6-methylindolin-2-on CC1=CC=C2CC(NC2=C1)=O